C12(CCC(CC1)CC2)C2=C(C(=C1C=NC(=NN12)N[C@H]1[C@@H](COCC1)O)F)C#N 7-(bicyclo[2.2.2]octan-1-yl)-5-fluoro-2-(((3S,4R)-3-hydroxytetrahydro-2H-pyran-4-yl)amino)pyrrolo[2,1-f][1,2,4]triazine-6-carbonitrile